CN1N=CC(=C1)NC1=NC=CC(=N1)N1C[C@H]2CC[C@@H](C1)N2C(=O)NC(C)C (1r,5s)-3-{2-[(1-methyl-1H-pyrazol-4-yl)amino]pyrimidin-4-yl}-N-(prop-2-yl)-3,8-diazabicyclo[3.2.1]octane-8-carboxamide